N'-((5-(4-nitrophenyl)furan-2-yl)methylene)furan-2-carbohydrazide [N+](=O)([O-])C1=CC=C(C=C1)C1=CC=C(O1)C=NNC(=O)C=1OC=CC1